(E)-5-bromonicotinamide BrC=1C=NC=C(C(=O)N)C1